FC(CC(CO)(C)NC(=O)C1=C(C=C2C=CC(=CN12)OCC1=NC=CC=C1)C)F N-(4,4-difluoro-1-hydroxy-2-methylbutan-2-yl)-2-methyl-6-[(pyridin-2-yl)methoxy]indolizine-3-carboxamide